FCC1N(CCNC1)C 2-(fluoromethyl)-1-methylpiperazine